2-{3-[3-(dimethylamino)piperidine-1-carbonyl]-5,6-dihydrocyclopenta[c]pyrazol-1(4H)-yl}-1-[4-(2,3-dimethylphenyl)piperazin-1-yl]ethan-1-one CN(C1CN(CCC1)C(=O)C=1C2=C(N(N1)CC(=O)N1CCN(CC1)C1=C(C(=CC=C1)C)C)CCC2)C